COC=1C=2N(C=CC1CC#N)N=CC2[N+](=O)[O-] 2-(4-Methoxy-3-nitropyrazolo[1,5-a]pyridin-5-yl)acetonitrile